N[C@@H](CCC(C)C)C(=O)O L-Homoleucin